tert-butyl (2-(((benzyloxy)carbonyl)amino)ethoxy)carbamate C(C1=CC=CC=C1)OC(=O)NCCONC(OC(C)(C)C)=O